OC[C@H]1O[C@@H]([C@@H]([C@H]([C@H]1O)N1N=NC(=C1)C1=CC(=C(C(=C1)F)F)F)OC)CC1=NOC2(C1)CCC(CC2)C (2R,3R,4S,5R,6R)-2-(hydroxymethyl)-5-methoxy-6-(((5s,8S)-8-methyl-1-oxa-2-azaspiro[4.5]dec-2-en-3-yl)methyl)-4-(4-(3,4,5-trifluorophenyl)-1H-1,2,3-triazol-1-yl)tetrahydro-2H-pyran-3-ol